5-{[4-(Aminomethyl)phenyl]methyl}-N4-butoxy-5H-pyrrolo[3,2-d]pyrimidine-2,4-diamine NCC1=CC=C(C=C1)CN1C=CC=2N=C(N=C(C21)NOCCCC)N